3-((tert-butyldimethylsilyl)oxy)propanamide [Si](C)(C)(C(C)(C)C)OCCC(=O)N